N[C@@H]1C2=CC=CC=C2CC12CCN(CC2)C=2NC(C1=C(N2)NN=C1C1=CC(OC2=CC=CC=C12)=O)=O (S)-6-(1-amino-1,3-dihydrospiro[indene-2,4'-piperidin]-1'-yl)-3-(2-oxo-2H-chromen-4-yl)-1,5-dihydro-4H-pyrazolo[3,4-d]pyrimidin-4-one